C(C)(C)NC(OCC1CC(C1)C1=CC(=NN1)NC1=NC=CC2=C1SC=N2)=O ((1s,3s)-3-(3-(thiazolo[5,4-c]pyridin-4-ylamino)-1H-pyrazol-5-yl)cyclobutyl)methyl isopropylcarbamate